C(C)(=O)N1CCC(CC1)OC=1C=CC(N(N1)CC1=C(C=C(C=C1)Cl)F)=O 6-((1-acetylpiperidin-4-yl)oxy)-2-(4-chloro-2-fluorobenzyl)pyridazin-3(2H)-one